COC(CCOCCC[SiH2]CCNC(=O)N)OC N-(3-dimethoxypropoxypropylsilylethyl)urea